[4-(1-(4-(diphenylamino)phenyl)cyclohexyl)phenyl]diphenylphosphine oxide C1(=CC=CC=C1)N(C1=CC=C(C=C1)C1(CCCCC1)C1=CC=C(C=C1)P(C1=CC=CC=C1)(C1=CC=CC=C1)=O)C1=CC=CC=C1